CS(=O)(=O)OC(CC)([2H])[2H] propane-1,1-d2-ol methanesulfonate